Cl.Cl.N[C@H](CC1=C(C2=NC(=CC(=C2S1)NCC=1OC=CC1)Cl)Cl)CS(=O)(=O)C 2-[(2R)-2-amino-3-(methanesulfonyl)propyl]-3,5-dichloro-N-[(furan-2-yl)methyl]thieno[3,2-b]pyridin-7-amine dihydrochloride